ClC1=CC(=C(C(=C1)NC=1C(=NC=CC1)C)N)OC 5-Chloro-3-methoxy-N1-(2-Methylpyridin-3-yl)benzene-1,2-diamine